N[C@H]1[C@@H]2N(C[C@H]1CC2)C(=O)C2=CC1=C(N(C(=N1)C=1N(C3=CC(=CC=C3C1)C=1C(=C3CC(NC3=CC1)=O)Cl)CC1CC1)C)C(=C2)OC 2'-{5-[(1R,4R,7R)-7-amino-2-azabicyclo[2.2.1]heptane-2-carbonyl]-7-methoxy-1-methyl-1H-1,3-benzodiazol-2-yl}-4-chloro-1'-(cyclopropylmethyl)-2,3-dihydro-1H,1'H-[5,6'-biindole]-2-one